3-(Imidazo[1,2-b]pyridazin-3-ylethynyl)-4-methyl-N-(1-methyl-3-(4-(4-methylpiperazin-1-yl)phenyl)-1H-indol-6-yl)benzamide N=1C=C(N2N=CC=CC21)C#CC=2C=C(C(=O)NC1=CC=C3C(=CN(C3=C1)C)C1=CC=C(C=C1)N1CCN(CC1)C)C=CC2C